N-(2-chloro-4-(trifluoromethyl)phenyl)-1-(4-(piperidin-4-yl)-1H-pyrazol-1-yl)cyclobutane-1-Carboxamide ClC1=C(C=CC(=C1)C(F)(F)F)NC(=O)C1(CCC1)N1N=CC(=C1)C1CCNCC1